1-(4-(3-((5-(trifluoromethyl)pyridin-2-yl)amino)pyrazin-2-yl)-3,6-dihydropyridin-1(2H)-yl)prop-2-en-1-one FC(C=1C=CC(=NC1)NC=1C(=NC=CN1)C=1CCN(CC1)C(C=C)=O)(F)F